NC1=NC=CC=C1C1=NC=2C(=NC(=CC2)C=2C=CC(NC2)=O)N1C1=CC=C(C=C1)CN1CCNCC1 5-(2-(2-aminopyridin-3-yl)-3-(4-(piperazin-1-ylmethyl)phenyl)-3H-imidazo[4,5-b]pyridin-5-yl)pyridin-2(1H)-one